N-(2,6-difluorophenyl)-4-difluoromethoxy-3-methoxybenzamide FC1=C(C(=CC=C1)F)NC(C1=CC(=C(C=C1)OC(F)F)OC)=O